rac-2-[3-(Cyclopropylmethoxy)[1,4'-bipiperidin]-1'-yl]-N-[(3,5-difluoropyridin-2-yl)methyl]-1,3-thiazole-5-carboxamide C1(CC1)CO[C@H]1CN(CCC1)C1CCN(CC1)C=1SC(=CN1)C(=O)NCC1=NC=C(C=C1F)F |r|